COC=1C=C(CCOC2(CCCCC2)N2C(C(=CC2=O)OC(C)=O)=O)C=CC1OC (R)-N-(1R,2R)-(3,4-dimethoxyphenethyloxycyclohexyl)-3-acetoxypyrrole-2,5-dione